1-benzyl-3-ethyl-4-(((trifluoromethyl)sulfonyl)oxy)-1H-pyrrole C(C1=CC=CC=C1)N1C=C(C(=C1)OS(=O)(=O)C(F)(F)F)CC